ClC1=CC(=C(OCC(=O)NC23CC(C2)(C3)N3N=NC(=C3)C3CC(C3)OC(F)(F)F)C=C1)O 2-(4-chloro-2-hydroxyphenoxy)-N-(3-{4-[(1s,3s)-3-(trifluoromethoxy)cyclobutyl]-1H-1,2,3-triazol-1-yl}bicyclo[1.1.1]pentan-1-yl)acetamide